5'-bromo-1'-keto-2',3'-dihydro-1'H-spiro[cyclopropane-1,4'-Isoquinoline]-7'-carboxylic acid BrC1=C2C3(CNC(C2=CC(=C1)C(=O)O)=O)CC3